ClC1=CC=C(N1COCC[Si](C)(C)C)C(=O)O 5-chloro-1-{[2-(trimethylsilyl)ethoxy]methyl}-2-pyrrolecarboxylic acid